(5'S,7a'R)-1-(3-ethynylbenzene-1-carbonyl)-5'-phenyl-tetrahydro-3'H-spiro[piperidine-4,2'-pyrrolo[2,1-b][1,3]oxazol]-3'-one C(#C)C=1C=C(C=CC1)C(=O)N1CCC2(C(N3[C@H](O2)CC[C@H]3C3=CC=CC=C3)=O)CC1